FC1=C(C=CC(=C1COC=1C=C2C(=NC1)NN=C2C)F)C2=C(C(=NC=C2F)C)S(=O)(=O)N [2,4-difluoro-3-[([3-methyl-1H-pyrazolo[3,4-b]pyridin-5-yl]oxy)methyl]phenyl]-5-fluoro-2-methylpyridine-3-sulfonamide